C1(CC1)CC1=C(C(=NN1C=1SC=C(N1)C(=O)O)C1=CC(=C(C=C1)F)C=1C=NN(C1)C)CC1=C(C=C(C=C1)S(N)(=O)=O)F 2-(5-(cyclopropylmethyl)-3-(4-fluoro-3-(1-methyl-1H-pyrazol-4-yl)phenyl)-4-(2-fluoro-4-sulfamoylbenzyl)-1H-pyrazol-1-yl)thiazole-4-carboxylic acid